N-(3-methylbutyl)-2-[1-[(4-methylphenyl)methyl]-5-oxopyrrolidin-2-yl]acetamide CC(CCNC(CC1N(C(CC1)=O)CC1=CC=C(C=C1)C)=O)C